N-(4-fluoro-3-methylphenyl)-5-(2-(((1R,2S)-2-hydroxycyclopentyl)amino)-2-oxoacetyl)-1,2,4-trimethyl-1H-pyrrole-3-carboxamide FC1=C(C=C(C=C1)NC(=O)C1=C(N(C(=C1C)C(C(=O)N[C@H]1[C@H](CCC1)O)=O)C)C)C